2-chloro-5-fluoro-6-[[3-(3-hydroxy-3-methyl-butyl)-1-[(R)-2-hydroxypropyl]-2-oxo-benzimidazol-5-yl]amino]pyridine-3-carbonitrile ClC1=NC(=C(C=C1C#N)F)NC1=CC2=C(N(C(N2CCC(C)(C)O)=O)C[C@@H](C)O)C=C1